FC(N1N=C(C=C1)COC=1C=C2CNC(C2=CC1C1=C(C=C(C=C1)OC)F)=O)F 5-((1-(difluoromethyl)-1H-pyrazol-3-yl)methoxy)-6-(2-fluoro-4-methoxyphenyl)isoindolin-1-one